1,4-dimethoxyacridine-9(10H)-thione COC1=CC=C(C=2NC3=CC=CC=C3C(C12)=S)OC